N-[(1'S,14R)-spiro[7-oxa-12,21-diazatetracyclo[14.3.1.12,6.19,13]docosa-1(20),2,4,6(22),9,11,13(21),16,18-nonaene-14,3'-cyclopentane]-1'-yl]methanesulfonamide [C@H]1(C[C@]2(CC1)C=1N=CC=C(COC=3C=CC=C(C=4C=CC=C(C2)C4)C3)N1)NS(=O)(=O)C